COC(=O)C1=CC=C2C=3C(NC2=C1)=NCN(C3)N(CCCNCC#C)C 3-(methyl-(3-(prop-2-yn-1-ylamino)propyl)amino)-9H-pyrimido[4,5-b]indole-7-carboxylic acid methyl ester